2-[(4-{6-[(4-Chloro-2-fluorobenzyl)oxy]pyridin-2-yl}piperidin-1-yl)methyl]-3-(1,3-oxazol-2-ylmethyl)-3H-imidazo[4,5-b]pyridin ClC1=CC(=C(COC2=CC=CC(=N2)C2CCN(CC2)CC2=NC=3C(=NC=CC3)N2CC=2OC=CN2)C=C1)F